C(C)(C)(C)OC(=O)N1CCN(CC1)CC1=CC(=C(C=C1)C1=CN(C2=C1C=NC=C2)C(=O)[O-])OCCC2=CC=C(C=C2)C=2C=CC=C1C=CN=CC21 3-(4-((4-(tert-butoxycarbonyl)piperazin-1-yl)methyl)-2-(4-(isoquinolin-8-yl)phenethoxy)phenyl)-1H-pyrrolo[3,2-c]pyridine-1-carboxylate